C(CCC)[Sn](C=1SC=C(C1)CC(CCCCCCCC)CCCCCCCC)(CCCC)CCCC tributyl-(4-(2-octyldecyl)thiophene-2-yl)stannane